C(C)(C)C1=CC(=CNC1=O)CC1=C(C=C(C=C1C)N1N=C(C(NC1=O)=O)NC(OCCCC)=O)C butyl (2-(4-((5-isopropyl-6-oxo-1,6-dihydropyridin-3-yl)methyl)-3,5-dimethylphenyl)-3,5-dioxo-2,3,4,5-tetrahydro-1,2,4-triazin-6-yl)carbamate